7-Bromo-5-(difluoromethoxy)-1-(hydroxymethyl)pyrido[3,4-d]pyridazin-4(3H)-one BrC1=CC2=C(C(NN=C2CO)=O)C(=N1)OC(F)F